C(CCCCCC)OCOCCCC(CC(CC(CC(C)Cl)C)C)C 10-chloro-4,6,8-trimethylundecyl heptyloxymethyl ether